OC=1C(=C2CC[C@](OC2=C(C1C)C)(C)C(=O)N1CCNCC1)C R-(6-hydroxy-2,5,7,8-tetramethyl-chroman-2-yl)(piperazin-1-yl)methanone